2-amino-3-(6-(1-cyano-2-(4-(dimethylamino)phenyl)vinyl)pyridin-2-yl)propionic acid NC(C(=O)O)CC1=NC(=CC=C1)C(=CC1=CC=C(C=C1)N(C)C)C#N